copper lysine salt N[C@@H](CCCCN)C(=O)[O-].[Cu+2].N[C@@H](CCCCN)C(=O)[O-]